C(=O)(OC(C)(C)C)NC[C@@H](C)O (R)-1-(N-Boc-amino)-2-propanol